2-(1-acetyl-3-methylazetidin-3-yl)-4-nitroisoindoline-1,3-dione C(C)(=O)N1CC(C1)(C)N1C(C2=CC=CC(=C2C1=O)[N+](=O)[O-])=O